FC1(CCS(C2=CC(=CC=C12)C(=O)O)(=O)=O)F 4,4-difluorothiochromane-7-carboxylic acid 1,1-dioxide